octadecyl-tris-(2-methoxyethoxy)silane C(CCCCCCCCCCCCCCCCC)[Si](OCCOC)(OCCOC)OCCOC